C1(CC1)C([C@H](NC(=O)C1=NON=C1C)C=1N=C2N(N=CC(=N2)C2N(CCOC2)C(=O)OC(C)(C)C)C1)C1CC1 tert-Butyl 3-(6-{(1S)-2,2-dicyclopropyl-1-[(4-methyl-1,2,5-oxadiazole-3-carbonyl)-amino]ethyl}imidazo[1,2-b][1,2,4]triazin-3-yl)morpholine-4-carboxylate